Cl.FC1(CCC(CC1)N)F 4,4-difluorocyclohexanamine hydrochloride